2-azido-1,1,1-trifluoro-propane N(=[N+]=[N-])C(C(F)(F)F)C